propynyl-α-cyanoacrylate C(#CC)OC(C(=C)C#N)=O